(R or S)-1-(2-(trifluoromethyl)-1H-imidazol-4-yl)propan-1-amine FC(C=1NC=C(N1)[C@@H](CC)N)(F)F |o1:7|